OC(C)(C)C1CCN(CC1)C1=CC(=C(C=C1)NC=1C=CC2=C(OCC(N2)=O)C1)C 7-((4-(4-(2-hydroxypropan-2-yl)piperidin-1-yl)-2-methylphenyl)amino)-2H-benzo[b][1,4]oxazin-3(4H)-one